C1(=CC(=CC=C1)OCC1C2C=CC(C1)C2)C 5-(m-tolyloxymethyl)-bicyclo[2.2.1]hept-2-ene